FC(CN1N=CC(=C1)C1=C(N=C2N(C1=O)CCS2)C(F)(F)F)(C(F)(F)F)F 6-[1-(2,2,3,3,3-pentafluoropropyl)-1H-pyrazol-4-yl]-7-(trifluoromethyl)-2H,3H,5H-[1,3]thiazolo[3,2-a]pyrimidin-5-one